FC(C1=NC2=C(N1C)C=C(C=C2)C#CC2=CN=C(C1=CN=C(C=C21)N)NC)F 4-((2-(difluoromethyl)-1-methyl-1H-benzo[d]imidazol-6-yl)ethynyl)-N1-methyl-2,7-naphthyridine-1,6-diamine